(±)-Ethyl 2-((2-chloro-4-(4-(4-chloropyridin-2-yl)-trans-2,3-dimethylpiperazine-1-carbonyl) phenyl)sulfinyl)acetate ClC1=C(C=CC(=C1)C(=O)N1[C@H]([C@@H](N(CC1)C1=NC=CC(=C1)Cl)C)C)[S@](=O)CC(=O)OCC |&1:24|